FC(C(=O)O)(F)F.CC(=O)OC1=C(C=CC=2C3=CC=CC=C3CC12)N amino-(9H-fluorenyl) methyl-formate trifluoroacetate